6-[1-[1-[2-Cyano-3-(1-methylpyrazol-4-yl)prop-2-enoyl]-4-piperidyl]-5-methyl-pyrazol-4-yl]-4-methoxy-pyrazolo[1,5-a]pyridine-3-carbonitrile C(#N)C(C(=O)N1CCC(CC1)N1N=CC(=C1C)C=1C=C(C=2N(C1)N=CC2C#N)OC)=CC=2C=NN(C2)C